(E)-4-bromobenzaldehyde O-(phenylpropargyl) oxime C1(=CC=CC=C1)C(C#C)O\N=C\C1=CC=C(C=C1)Br